C(C)(C)(C)OC(=O)N1CCC2(CC1)/C(/C=1C(=NC(=CC1)COC1OCCCC1)C2)=N/[S@](=O)C(C)(C)C (5Z)-5-[(R)-tert-butylsulfinyl]imino-2-(tetrahydropyran-2-yloxymethyl)spiro[7H-cyclopenta[b]pyridine-6,4'-piperidine]-1'-carboxylic acid tert-butyl ester